N1=C(C=CC=C1)CC(=O)N1CCC2(C(C2)CNC(=O)N2CC=3C=NC=CC3C2)CC1 N-[[6-[2-(2-pyridyl)acetyl]-6-azaspiro[2.5]octan-2-yl]methyl]-1,3-dihydropyrrolo[3,4-c]pyridine-2-carboxamide